1-(2-Acetyl-5-amino-3-fluoro-phenyl)-5-methyl-pyrazole-3-carbonitrile C(C)(=O)C1=C(C=C(C=C1F)N)N1N=C(C=C1C)C#N